NC1=NC=NN2C1=C(C=C2C=2C=C(C(=NC2)OC)C(=O)N[C@@H]2CN(C[C@@H]2F)C(=O)OC2(CC2)C2CC2)CN2CCC(CC2)(F)F [1,1'-bi(cyclopropane)]-1-yl (3R,4S)-3-(5-{4-amino-5-[(4,4-difluoropiperidin-1-yl)methyl]pyrrolo[2,1-f][1,2,4]triazin-7-yl}-2-methoxypyridine-3-amido)-4-fluoropyrrolidine-1-carboxylate